Cl.CC=1C=C(C=CC1)SC=1C=C2CCC=C(C2=CC1)CN {6-[(3-methylphenyl)thio]-3,4-dihydronaphthalen-1-yl}methylamine, hydrochloride